(methacryloyloxy)silane C(C(=C)C)(=O)O[SiH3]